(2R,3R,4R,5S)-4-[[3-[2-methoxy-6-(trifluoromethyl)-3-pyridyl]-4,5-dimethyl-5-(trifluoromethyl)tetrahydrofuran-2-carbonyl]amino]pyridine-2-carboxamide COC1=NC(=CC=C1[C@@H]1[C@@H](O[C@@]([C@@H]1C)(C(F)(F)F)C)C(=O)NC1=CC(=NC=C1)C(=O)N)C(F)(F)F